6,7-Dimethoxy-4-((6-nitropyridin-3-yl)oxy)quinoline COC=1C=C2C(=CC=NC2=CC1OC)OC=1C=NC(=CC1)[N+](=O)[O-]